diPropylbutylamine C(CC)N(CCCC)CCC